ClC=1C=C(C=CC1F)N1CCOCC(COC2=CC3=C1C=CN=C3C=C2)NC(CC)=O N-[1-(3-chloro-4-fluorophenyl)-2,3,6,7-tetrahydro-1H,5H-9,11-ethenopyrido[4,3-e][1,9,4]dioxazacyclododecin-6-yl]propanamide